acetic acid 1-(3-chlorophenyl)-2-((3-methyl-4-(4,4,5,5-tetramethyl-1,3,2-dioxaborolan-2-yl) phenyl) amino)-2-oxoethyl ester ClC=1C=C(C=CC1)C(C(=O)NC1=CC(=C(C=C1)B1OC(C(O1)(C)C)(C)C)C)OC(C)=O